3-(Cyclopropylmethyl)-4-(3-(2,4-difluoro-3-hydroxy-5-(trifluoromethyl)phenyl)-1-methyl-1H-pyrazolo[3,4-d]pyrimidin-6-yl)piperazine-1-carboxamide C1(CC1)CC1CN(CCN1C1=NC=C2C(=N1)N(N=C2C2=C(C(=C(C(=C2)C(F)(F)F)F)O)F)C)C(=O)N